COC=1C=C(C=CC1)C1CC(C1)N(C(=O)C1CC2(C1)NC(OC2)=O)C (2s,4s)-N-((1r,3r)-3-(3-methoxyphenyl)cyclobutyl)-N-methyl-6-oxo-7-oxa-5-azaspiro[3.4]octane-2-carboxamide